(6-((2-Chloro-7-((2-(trimethylsilyl)ethoxy)methyl)-7H-pyrrolo[2,3-d]pyrimidin-4-yl)amino)quinoxalin-5-yl)dimethylphosphine oxide ClC=1N=C(C2=C(N1)N(C=C2)COCC[Si](C)(C)C)NC=2C(=C1N=CC=NC1=CC2)P(C)(C)=O